ClC=1C(=C(C=CC1)C1(CN(CC1)C(=O)OC(C)(C)C)NC1=CC=C2C(=CC=NC2=C1)OC)C tert-butyl 3-(3-chloro-2-methylphenyl)-3-[(4-methoxyquinolin-7-yl)amino]pyrrolidine-1-carboxylate